C1(CC1)C=1N=CN(C1)C=1C(=CC(=C(C(=O)NC2=NC(=CC=C2)C=2N3C(=NN2)CCC3C=C)C1)F)C 5-(4-cyclopropyl-1H-imidazol-1-yl)-2-fluoro-4-methyl-N-(6-(5-vinyl-6,7-dihydro-5H-pyrrolo[2,1-c][1,2,4]triazol-3-yl)pyridin-2-yl)benzamide